4-[(1S)-1-[(2-amino-6-methyl-furo[2,3-d]pyrimidin-4-yl)amino]ethyl]benzoic acid NC=1N=C(C2=C(N1)OC(=C2)C)N[C@@H](C)C2=CC=C(C(=O)O)C=C2